1-(1-(2,6-dioxopiperidin-3-yl)-2-oxo-1,2-dihydrobenz[cd]indol-4-yl)azetidin-3-yl(3-chloro-5-(trifluoromethoxy)phenyl)carbamate O=C1NC(CCC1N1C(C2=C3C(C=CC=C13)=CC(=C2)N2CC(C2)N(C([O-])=O)C2=CC(=CC(=C2)OC(F)(F)F)Cl)=O)=O